NC(C)(C)C1=CC(=NC(=C1)C1=CC=C(C=C1)F)OC1[C@@H]2CN(C[C@H]12)C(=O)C=1C=C(C=2N(C1)C=C(N2)C)C=2OC=NN2 ((1R,5S,6s)-6-((4-(2-aminopropan-2-yl)-6-(4-fluorophenyl)pyridin-2-yl)oxy)-3-azabicyclo[3.1.0]hexan-3-yl)(2-methyl-8-(1,3,4-oxadiazol-2-yl)imidazo[1,2-a]pyridin-6-yl)methanone